6-(1-((6-fluoro-2,3-dihydrobenzofuran-5-yl)sulfonyl)piperidin-4-yl)-7-methyl-[1,2,4]triazolo[1,5-a]pyridine FC1=CC2=C(CCO2)C=C1S(=O)(=O)N1CCC(CC1)C=1C(=CC=2N(C1)N=CN2)C